FC=1C=C(C=C(C1)F)C1CC=NN1C(=O)C1CCN(CC1)C1=NC=CC(=C1)C1=C(C=CC(=C1)OCCOC)C (5-(3,5-difluorophenyl)-4,5-dihydro-1H-pyrazol-1-yl)(1-(4-(5-(2-methoxyethoxy)-2-methylphenyl)pyridin-2-yl)piperidin-4-yl)methanone